maleic anhydride-acrylate salt C(C=C)(=O)O.C1(\C=C/C(=O)O1)=O